glutaminyl-alanine Tert-butyl-(R)-5-((6-(3-methylmorpholino)-4-(1-(methylsulfonyl)cyclopropyl)pyridin-2-yl)amino)-1H-pyrazole-1-carboxylate C(C)(C)(C)C1=NN(C(=C1)NC1=NC(=CC(=C1)C1(CC1)S(=O)(=O)C)N1[C@@H](COCC1)C)C(=O)O.N[C@@H](CCC(N)=O)C(=O)N[C@@H](C)C(=O)O